7-Bromo-1-Hepten BrCCCCCC=C